C(C1=CC=CC=C1)O[C@H]1[C@H]([C@@H](O[C@]1(CF)COCC1=CC=CC=C1)N1C(N=C(C=C1)NC(C1=CC=CC=C1)=O)=O)O N-(1-((2R,3R,4S,5R)-4-(benzyloxy)-5-((benzyloxy)methyl)-5-(fluoromethyl)-3-hydroxytetrahydrofuran-2-yl)-2-oxo-1,2-dihydropyrimidin-4-yl)benzamide